C1(CC1)NC(C([C@H](CCC(C)(F)F)NC(=O)[C@@H]1CC2(CC2)CCN1C([C@H](C(C)(C)C)NC(OC)=O)=O)=O)=O Methyl ((S)-1-((S)-5-(((S)-1-(cyclopropylamino)-6,6-difluoro-1,2-dioxoheptan-3-yl)carbamoyl)-6-azaspiro[2.5]octan-6-yl)-3,3-dimethyl-1-oxobutan-2-yl)carbamate